ClC1=C2C=CN(C2=C(C=C1)C(=O)NC1CC2(CCC2)C1)CC1=CC=C(C=C1)C1=CC(=NC=C1)OC 6-(4-Chloro-1-(4-(2-methoxypyridin-4-yl)benzyl)-1H-indol-7-carboxamido)spiro[3.3]heptan